tris((1,1,1-trifluoro-2-methylpropan-2-yl)oxy)(vinyl)stannane FC(C(C)(C)O[Sn](C=C)(OC(C(F)(F)F)(C)C)OC(C(F)(F)F)(C)C)(F)F